[3-(4-Chloro-phenyl)-adamantan-1-yl-methyl]-[2-(3-phenoxy-phenyl)-ethyl]-amine ClC1=CC=C(C=C1)C12CC3(CC(CC(C1)C3)C2)CNCCC2=CC(=CC=C2)OC2=CC=CC=C2